NC[C@H]1C(N[C@H](C(NCCN([C@H](C(N([C@H](C(N[C@H](C(N1)=O)C1CCCCC1)=O)CC(C)C)C)=O)C)CC(CCCC)(F)F)=O)[C@H](C)O)=O (3S,6S,9S,12S,15S)-6-(aminomethyl)-9-cyclohexyl-16-(2,2-difluorohexyl)-3-((S)-1-hydroxyethyl)-12-isobutyl-13,15-dimethyl-1,4,7,10,13,16-hexaazacyclooctadecane-2,5,8,11,14-pentaone